(Cyclopentyl)(dimethylphenyl)quinoline C1(CCCC1)C=1C(=NC2=CC=CC=C2C1)C1=C(C(=CC=C1)C)C